5-cyano-N-[(1s,4s)-4-{[4-cyano-3-(trifluoromethyl)phenyl]amino}cyclohexyl]-1H-pyrazole-4-carboxamide C(#N)C1=C(C=NN1)C(=O)NC1CCC(CC1)NC1=CC(=C(C=C1)C#N)C(F)(F)F